C(CCC)(=O)O.NC(C(=O)O)CC aminobutyric acid (butyrate)